OC1CN(CC1)C1=CC=2N(C=C1)N=CC2C(=O)N2CC1(C2)CC(C1)NC(=O)NC1=CC(=CC=C1)C(F)(F)F 1-(2-(5-(3-hydroxypyrrolidin-1-yl)pyrazolo[1,5-a]pyridine-3-carbonyl)-2-azaspiro[3.3]heptan-6-yl)-3-(3-(trifluoromethyl)phenyl)urea